methyl 2-[(5-nitropyrimidin-2-yl)oxy]acetate [N+](=O)([O-])C=1C=NC(=NC1)OCC(=O)OC